C(C)OC(=O)C=1C=NN(C1)CC1=CC2=C(C(=NO2)N)C(=C1)OC.COC1=CC(=C(C(=C1)OC)C=1NC2=C(N1)C=CC=C2)O 2-(4,6-dimethoxy-2-hydroxyphenyl)benzimidazole ethyl-1-((3-amino-4-methoxybenzo[d]isoxazol-6-yl)methyl)-1H-pyrazole-4-carboxylate